C(C)OC(NNCC1=NC=C(C=C1)C(F)(F)F)=O.C(C1=CC=CC=C1)[N+](=CC1=CC(=CC=C1)OC)[O-] N-benzyl-alpha-(3-methoxyphenyl)nitrone Ethyl-N-[[5-(trifluoromethyl)-2-pyridyl]methylamino]carbamate